ClC=1C=CC(=C(C1)C1=C(C=NC(=C1)C)C(=O)NC=1SC=2C(=NC=C(N2)N2CCC(CC2)(F)C#N)N1)OC 4-(5-chloro-2-methoxy-phenyl)-N-[6-(4-cyano-4-fluoro-1-piperidinyl)thiazolo[4,5-b]pyrazin-2-yl]-6-methyl-pyridine-3-carboxamide